[F-].FB(C(=C)C)F difluoro(isopropenyl)borane fluoride